Cl.CC1=CC(=NN1C1=CC=C(N)C=C1)C(F)(F)F 4-(5-methyl-3-(trifluoromethyl)-1H-pyrazol-1-yl)aniline hydrochloride salt